trans-2-hexene-1-aldehyde C(\C=C\CCC)=O